1-[1-(trimethoxysilyl)ethyl]-1,1,3,3-tetramethyldisiloxane CO[Si](C(C)[Si](O[SiH](C)C)(C)C)(OC)OC